[Ce].ClC1=C(OCC(=O)O)C=CC(=C1)Cl 2,4-Dichlorophenoxyacetic acid cerium